ClC1=C(C=CC=C1)C=1C(N(C2=CC(=NC=C2C1)NC1=CC(=CC=C1)N1CCN(CC1)C)C)=O 3-(2-chlorophenyl)-1-methyl-7-((3-(4-methylpiperazin-1-yl)phenyl)amino)-1,6-naphthyridin-2(1H)-one